C(=O)C1CC=2C=C(C=C(C2C1)C#N)OCC1=NN(C=C1)C 2-formyl-6-[(1-methylpyrazol-3-yl)methoxy]-2,3-dihydro-1H-indene-4-carbonitrile